FC=1C=C(C=CC1F)C=1C=C(C=NC1)OC=1C=C(C#N)C=C(N1)OC1CCN(CC1)S(=O)(=O)C 2-((5-(3,4-difluorophenyl)pyridin-3-yl)oxy)-6-((1-(methylsulfonyl)piperidin-4-yl)oxy)isonicotinonitrile